Diethyl 1-[2-(3,4-dichlorophenyl)-2-oxoethyl]-4-(3,3-difluorocyclobutyl)-1H-pyrazole-3,5-dicarboxylate ClC=1C=C(C=CC1Cl)C(CN1N=C(C(=C1C(=O)OCC)C1CC(C1)(F)F)C(=O)OCC)=O